FC1=NC=CC=C1C1CCN(CC1)S(=O)(=O)Cl 4-(2-Fluoropyridin-3-yl)piperidine-1-sulfonyl chloride